CC(CN)(CC(CCN)C)C 2,2,4-trimethyl-1,6-hexanediamine